CSCCCC(CC[C@H](CC)N)=C=O (s)-4-methylsulfanyl-1-carbonyl-1-(3-aminopentanyl)butane